CC=1C(=NC(=NC1)NC1=CC=NN1C)C=1N=C(OC1)C(=O)NCCC=1N=COC1 4-(5-methyl-2-((1-methyl-1H-pyrazol-5-yl)amino)pyrimidin-4-yl)-N-(2-(oxazol-4-yl)ethyl)oxazole-2-carboxamide